(S)-3-(1-oxo-5-(4-((1-(4-((6R,7S)-7-phenyl-6,7,8,9-tetrahydro-3H-benzo[e]indazol-6-yl)phenyl)piperidin-4-yl)methyl)piperazin-1-yl)isoindolin-2-yl)piperidine-2,6-dione O=C1N(CC2=CC(=CC=C12)N1CCN(CC1)CC1CCN(CC1)C1=CC=C(C=C1)[C@H]1[C@H](CCC=2C=3C=NNC3C=CC21)C2=CC=CC=C2)[C@@H]2C(NC(CC2)=O)=O